2,2,2-trifluoroethyl 2-[ethyl (o-tolylmethyl)amino]-2-oxo-acetate C(C)N(C(C(=O)OCC(F)(F)F)=O)CC1=C(C=CC=C1)C